OC=1CC(CNC2=C3N=CN(C3=NC=N2)[C@H]2[C@@H](O)[C@H](O)[C@H](O2)CO)(OC1)OC 6-(4-hydroxy-2-methoxyfurfurylamino)-9-β-D-arabinofuranosylpurine